2-(1H-indol-1-yl)pyrido[3',2':5,6]pyrimido[1,2-a]indole N1(C=CC2=CC=CC=C12)C=1C=CC=2C=NC=3N(C4=CC=CC=C4C3)C2N1